CN1N=NC(=C1C1=CC=2N(C=3C=C(C=CC3C2N=C1)C(C)(C)O)C(CC1CCOCC1)C1=C(C=CC=C1)F)C 2-(3-(1,4-dimethyl-1H-1,2,3-triazol-5-yl)-5-(1-(2-fluorophenyl)-2-(tetrahydro-2H-pyran-4-yl)ethyl)-5H-pyrido[3,2-b]indol-7-yl)propan-2-ol